C(C1=CC=CC=C1)OC=1C(=C(C=C2C(=NC(=NC12)OC1CCOCC1)N1[C@@H]2CN([C@H](C1)C2)C(=O)OC(C)(C)C)C2CC2)Br tert-butyl (1S,4S)-5-{8-(benzyloxy)-7-bromo-6-cyclopropyl-2-[(oxan-4-yl) oxy] quinazolin-4-yl}-2,5-diazabicyclo[2.2.1]heptane-2-carboxylate